3-((10-Hydroxy-7-(2-(pyridin-3-yl)piperazine-1-carbonyl)-7-azaspiro[4.5]decan-10-yl)methyl)-6-phenylpyrimidin-4(3H)-one OC1(CCN(CC12CCCC2)C(=O)N2C(CNCC2)C=2C=NC=CC2)CN2C=NC(=CC2=O)C2=CC=CC=C2